[In].[V] vanadium Indium